CC1=NC=C(C(=N1)OC1=CC=CC=C1)C(=O)NC(C)C=CS(=O)(=O)C 2-methyl-N-(4-(methylsulfonyl)but-3-en-2-yl)-4-phenoxypyrimidine-5-carboxamide